8-Bromo-2-phenylpyrazolo[1,5-a]quinazolin-5(4H)-one BrC1=CC=C2C(NC=3N(C2=C1)N=C(C3)C3=CC=CC=C3)=O